4-(8-chlorooctyl)oxybenzoyl-L-lysine ClCCCCCCCCOC1=CC=C(C(=O)N[C@@H](CCCCN)C(=O)O)C=C1